C1=C(OC=C1COP(=O)([O-])[O-])C[NH3+] The molecule is an organophosphate oxoanion obtained by deprotonation of the phosphate OH groups and protonation of the amino group of [5-(aminomethyl)-3-furyl]methyl phosphate; major species at pH 7.3. It is a conjugate base of a [5-(aminomethyl)-3-furyl]methyl phosphate.